6-{4-[(6-methoxypyridin-3-yl)oxy]piperidin-1-yl}-5-methyl-N-(2-oxopyrrolidin-3-yl)pyridazine-3-carboxamide COC1=CC=C(C=N1)OC1CCN(CC1)C1=C(C=C(N=N1)C(=O)NC1C(NCC1)=O)C